4-amino-7-chloro-N,3-dimethyl-N-((3S)-6-(trifluoromethyl)-2,3-dihydro-1-benzofuran-3-yl)-3H-pyrazolo[3,4-c]quinoline-8-carboxamide NC1=NC=2C=C(C(=CC2C2=C1N(N=C2)C)C(=O)N([C@@H]2COC1=C2C=CC(=C1)C(F)(F)F)C)Cl